OC1=C(C=C(C=C1C(C)(C)C)C)N1N=C2C(=N1)C=C(C=C2)Cl 2-(2-hydroxy-3-tert-butyl-5-methylphenyl)-6-chloro-benzotriazole